tert-Butyl 6-methoxy-9,9-dimethyl-2-(prop-1-en-2-yl)acridine-10(9H)-carboxylate {tert-butyl 6-methoxy-9,9-dimethyl-2-(prop-1-en-2-yl)acridine-10(9H)-carboxylate} C(C)(C)(C)C1=C(C=CC=2N(C3=CC(=CC=C3C(C12)(C)C)OC)C(=O)O)C(=C)C.COC=1C=C2N(C=3C=CC(=CC3C(C2=CC1)(C)C)C(=C)C)C(=O)OC(C)(C)C